ClC=1C(=NC=CC1C1=C(C(=CC=C1)NC1=NC=CC(=C1F)CNC1CCOCC1)Cl)C1=CC(=C(CNCC2CCC(N2)=O)C=C1)OC(F)F 5-(((4-(3-chloro-4-(2-chloro-3-((3-fluoro-4-(((tetrahydro-2H-pyran-4-yl)amino)methyl)pyridin-2-yl)amino)phenyl)pyridin-2-yl)-2-(difluoromethoxy)benzyl)amino)methyl)pyrrolidin-2-one